N-(3-(3-chloro-4-cyanophenoxy)-2,2,4,4-tetramethylcyclobutyl)acetamide ClC=1C=C(OC2C(C(C2(C)C)NC(C)=O)(C)C)C=CC1C#N